2-(2,2-di(2,4-dimethylphenyl)ethyl)cyclohexanone CC1=C(C=CC(=C1)C)C(CC1C(CCCC1)=O)C1=C(C=C(C=C1)C)C